(1R)-1-[(3S,4S)-1-{[(4S)-2,2-dimethyl-1,3-dioxolan-4-yl]carbonyl}-4-(4-methoxy-3-{[1-pyridin-2-ylazetidin-3-yl]oxy}phenyl)-3-methylpyrrolidin-3-yl]ethanol CC1(OC[C@H](O1)C(=O)N1C[C@@]([C@@H](C1)C1=CC(=C(C=C1)OC)OC1CN(C1)C1=NC=CC=C1)(C)[C@@H](C)O)C